Cl.Cl.CC1(C(NC2=NC=CC(=C21)C2=CN(C1=CC=CC=C21)C2CCNCC2)=O)C 3,3-dimethyl-4-[1-(4-piperidinyl)indol-3-yl]-1H-pyrrolo[2,3-b]Pyridin-2-one dihydrochloride